4-(4-(dimethylamino)benzyl)-N-hydroxy-3-oxo-3,4-dihydro-2H-benzo[b][1,4]oxazine-6-carboxamide CN(C1=CC=C(CN2C3=C(OCC2=O)C=CC(=C3)C(=O)NO)C=C1)C